dicyclohexylamine choline OCC[N+](C)(C)C.C1(CCCCC1)NC1CCCCC1